(-)-2-(6-(2-amino-1-cyclopropyl-1-hydroxyethyl-2,2-d2)-3-fluoro-2-(4-fluorophenyl)pyridin-4-yl)propan-2-ol NC(C(O)(C1CC1)C1=CC(=C(C(=N1)C1=CC=C(C=C1)F)F)C(C)(C)O)([2H])[2H]